C(N)(=O)C1(CCOCC1)NC(=O)C=1N(N=C2C=CC(=CC12)OCC1=NC=CC=C1)C N-(4-carbamoyloxan-4-yl)-2-methyl-5-[(pyridin-2-yl)methoxy]-2H-indazole-3-carboxamide